2-(3-(5-((R)-(1,3-dimethylazetidin-3-yl)(hydroxy)(4-isopropylphenyl)methyl)pyridin-3-yl)-1,2,4-oxadiazol-5-yl)propan-1,1,1,3-d4-2-ol CN1CC(C1)(C)[C@@](C=1C=C(C=NC1)C1=NOC(=N1)C(C([2H])([2H])[2H])(C[2H])O)(C1=CC=C(C=C1)C(C)C)O